[Si](C)(C)(C(C)(C)C)OCCOC1=C(C=C(C=C1)F)[C@@H](C)N(C(OC(C)(C)C)=O)C tert-butyl (R)-(1-(2-(2-((tert-butyldimethylsilyl)oxy)ethoxy)-5-fluorophenyl) ethyl)(methyl)carbamate